2-(4-cyclopropyl-2-ethylsulfanyl-phenyl)-7-(trifluoromethyl)imidazo[1,2-c]pyrimidine C1(CC1)C1=CC(=C(C=C1)C=1N=C2N(C=NC(=C2)C(F)(F)F)C1)SCC